C(CC(CCCCCCCCCCC(CC)O)O)O 1,3,14-hexadecanetriol